COC1CNCC(OC1)C(=O)N 6-methoxy-1,4-oxazepane-2-carboxamide